carbamate Hydrochloride Cl.C(N)(O)=O